C1(=CC(=CC=C1)C1=CN(C2=NC=C(C=C21)C2=CC=C(CN1CC(CCC1)O)C=C2)S(=O)(=O)C2=CC=C(C)C=C2)C 1-(4-(3-(m-tolyl)-1-tosyl-1H-pyrrolo[2,3-b]pyridin-5-yl)benzyl)piperidin-3-ol